3-[N,N-bis(hydroxyethyl)amino]-2-hydroxypropanesulfonic acid OCCN(CCO)CC(CS(=O)(=O)O)O